tert-butyl 4-(4-bromo-2-fluorophenyl)-4-cyanopentanoate BrC1=CC(=C(C=C1)C(CCC(=O)OC(C)(C)C)(C)C#N)F